4-[5-[(3S)-3-AMINOPYRROLIDINE-1-CARBONYL]-2-[2-FLUORO-4-(2-HYDROXY-2-ETHYLPROPYL)PHENYL]PHENYL]-2-FLUORO-BENZONITRILE N[C@@H]1CN(CC1)C(=O)C=1C=CC(=C(C1)C1=CC(=C(C#N)C=C1)F)C1=C(C=C(C=C1)CC(C)(CC)O)F